delta-lysin CC[C@H](C)[C@@H](C(=O)N[C@@H]([C@@H](C)CC)C(=O)N[C@@H](CC(=O)O)C(=O)N[C@@H]([C@@H](C)O)C(=O)N[C@@H](C(C)C)C(=O)N[C@@H](CC(=O)N)C(=O)N[C@@H](CCCCN)C(=O)N[C@@H](CC1=CC=CC=C1)C(=O)N[C@@H]([C@@H](C)O)C(=O)N[C@@H](CCCCN)C(=O)N[C@@H](CCCCN)C(=O)O)NC(=O)[C@H](CC2=CNC3=CC=CC=C32)NC(=O)[C@H](CCCCN)NC(=O)[C@H](C(C)C)NC(=O)[C@H](CC(C)C)NC(=O)[C@H](CC(=O)O)NC(=O)[C@H](CO)NC(=O)[C@H]([C@@H](C)CC)NC(=O)[C@H]([C@@H](C)O)NC(=O)[C@H](CO)NC(=O)[C@H]([C@@H](C)CC)NC(=O)[C@H]([C@@H](C)CC)NC(=O)[C@H](CC(=O)O)NC(=O)[C@H](CCC(=O)N)NC(=O)[C@H](C)NC(=O)[C@H](CCSC)N